5-Amino-2-methyl-phenol NC=1C=CC(=C(C1)O)C